CC1=NC2=C(N1)C=C(C=C2C(=O)O)C2=C(C(=C(C(=C2F)F)C2=CC=C(C=C2)CN2CCC(CC2)C)F)F 2-methyl-6-(2,3,5,6-tetrafluoro-4'-((4-methylpiperidin-1-yl)methyl)-[1,1'-biphenyl]-4-yl)-1H-benzo[d]imidazole-4-carboxylic acid